Methyl N-((2-(2-((tert-butoxycarbonyl)amino)pyrimidin-5-yl)thiazole-4-carbonyl)-L-seryl)-O-(tert-butyldiphenylsilyl)-L-serinate C(C)(C)(C)OC(=O)NC1=NC=C(C=N1)C=1SC=C(N1)C(=O)N[C@@H](CO)C(=O)N[C@@H](CO[Si](C1=CC=CC=C1)(C1=CC=CC=C1)C(C)(C)C)C(=O)OC